N1-(4-Methoxymethyl-1H-imidazol-2-ylmethyl)-N1-(5,6,7,8-tetrahydro-quinolin-8-yl)-butane-1,4-diamine COCC=1N=C(NC1)CN(CCCCN)C1CCCC=2C=CC=NC12